C(C)C1(NC(N(C(C1)=O)[C@H]1C[C@@H](C2=CC=C(C=C12)C(=O)N[C@H]1[C@@H](C(OC2=CC=CC=C12)(C)C)O)OC)=N)CC (1S,3S)-3-(4,4-diethyl-2-imino-6-oxo-hexahydropyrimidin-1-yl)-N-[(3S,4R)-3-hydroxy-2,2-dimethyl-chroman-4-yl]-1-methoxy-indane-5-carboxamide